C(=O)C1CCC(CC1)C(=O)OC methyl 4-formylcyclohexanecarboxylate